5-chloro-2-{6-oxa-9-azaspiro[4.5]decan-9-ylmethyl}-7,8-dihydro-6H-spiro[[1,3]oxazolo[5,4-f]quinazoline-9,1'-cyclohexane]-7-one ClC=1C=C2C(=C3C1NC(NC31CCCCC1)=O)OC(=N2)CN2CCOC1(CCCC1)C2